NC1=CC=C(OC=2C=C(C(=O)N)C=CC2)C=C1 3-(4-aminophenoxy)-benzamide